{4-[1-cyclopropyl-4-(trifluoromethyl)imidazol-2-yl]phenyl}methanol C1(CC1)N1C(=NC(=C1)C(F)(F)F)C1=CC=C(C=C1)CO